CC(CCOC=1C=C(C=CC1)C1=C(N=C(S1)NS(=O)(=O)C1=CC(=CC=C1)NC)C1=C(C=CC=C1C)C)(C)C N-[5-[3-(3,3-dimethylbutoxy)phenyl]-4-(2,6-dimethylphenyl)-1,3-thiazol-2-yl]-3-(methylamino)benzenesulfonamide